Cl.FC=1C=C(C=CC1)S(=O)(=O)C=1C=C2CCC=C(C2=CC1)CN [6-(3-fluorobenzenesulfonyl)-3,4-dihydronaphthalen-1-yl]methylamine, hydrochloride